(5β)-Androst-9(11)-ene-3,17-dione C[C@@]12C(CC[C@H]1[C@@H]1CC[C@@H]3CC(CC[C@]3(C)C1=CC2)=O)=O